The molecule is a member of the class of morpholines that is 2,6-dimethylmorpholine in which the hydrogen attached to the nitrogen is replaced by a cyclododecyl group. It is a fungicide used for the control of powdery mildew, particularly in rose culture. It has a role as a sterol biosynthesis inhibitor and an antifungal agrochemical. It is a tertiary amino compound, a macrocycle and a morpholine fungicide. CC1CN(CC(O1)C)C2CCCCCCCCCCC2